FC=1C=C(CC2=CC(=NC=C2)N2N=CC(=C2)C(=O)O)C=C(C1)C(F)(F)F 1-(4-(3-fluoro-5-(trifluoromethyl)benzyl)pyridin-2-yl)-1H-pyrazole-4-carboxylic acid